CC1=C2C(=C(C(N(C2=CC(=C1)Cl)CC1=NC=CC=C1)=O)C(=O)OC1C(C1)CNC=1C2=C(N=C(N1)N)C=C(S2)I)N 2-(((2-amino-6-iodothieno[3,2-d]pyrimidin-4-yl)amino)methyl)cyclopropanol methyl-4-amino-7-chloro-2-oxo-1-(pyridin-2-ylmethyl)-1,2-dihydroquinoline-3-carboxylate